(2-{4,5-Bis[(6Z,9Z)-pentadeca-6,9-dien-1-yl]-1,3-dioxolan-2-yl}ethyl)dimethylamine C(CCCC\C=C/C\C=C/CCCCC)C1OC(OC1CCCCC\C=C/C\C=C/CCCCC)CCN(C)C